(S)-N-(4-(1-Acetyl-2-methyl-1,2,3,4-tetrahydroquinolin-6-yl)benzyl)-6-bromo-8-morpholinoimidazo[1,2-a]pyrazine-2-carboxamide C(C)(=O)N1[C@H](CCC2=CC(=CC=C12)C1=CC=C(CNC(=O)C=2N=C3N(C=C(N=C3N3CCOCC3)Br)C2)C=C1)C